3-[(2S)-4-phenyl-1,2,3,6-tetrahydropyridin-2-yl]pyridine dihydrochloride Cl.Cl.C1(=CC=CC=C1)C=1C[C@H](NCC1)C=1C=NC=CC1